2-amino-5-{7-methanesulfonamido-1-oxo-2-[(2S)-1,1,1-trifluorobut-2-yl]-2,3-dihydro-1H-isoindol-5-yl}-N-(oxetan-3-yl)pyrazolo[1,5-a]pyrimidine-3-carboxamide NC1=NN2C(N=C(C=C2)C=2C=C3CN(C(C3=C(C2)NS(=O)(=O)C)=O)[C@H](C(F)(F)F)CC)=C1C(=O)NC1COC1